C(C=C)(=O)OCCCCCCCCCC\C=C\CC (E)-tetradec-11-en-1-yl acrylate